N-(8-(4,4-difluoropiperidin-1-yl)-[1,2,4]triazolo[4,3-a]pyrazin-6-yl)-4-iodo-2-(6-Azaspiro[2.5]octane-6-yl)benzamide FC1(CCN(CC1)C=1C=2N(C=C(N1)NC(C1=C(C=C(C=C1)I)N1CCC3(CC3)CC1)=O)C=NN2)F